FC=1C=C2C(=C(/C(/C2=CC1)=C/C1=CC=C(C=C1)OC1=CC=CC=C1)C)CC(=O)NC1=NN=NN1 (Z)-2-(5-fluoro-2-methyl-1-(4-phenoxybenzal)-1H-inden-3-yl)-N-(1H-tetrazol-5-yl)acetamide